ClC1=CC=C(C=C1)NC(=O)NC1=CC=C(C=C1)Cl N-(4-chlorophenyl)-N'-(4-chlorophenyl)urea